C(C)OC(=O)[C@@H]1C([C@H]1C1=CC=C(C=C1)S(N)(=O)=O)(C)C (1S,3S)-2,2-dimethyl-3-(4-sulfamoylphenyl)cyclopropanecarboxylic acid ethyl ester